5-(2-(3-methyl-4-trideuteromethoxyphenylamino)-5-methylpyrimidin-4-ylamino)benzo[d]oxazol-2(3H)-one CC=1C=C(C=CC1OC([2H])([2H])[2H])NC1=NC=C(C(=N1)NC=1C=CC2=C(NC(O2)=O)C1)C